5-chloro-4-(cyclopentylmethoxy)-2-fluoro-N-((4-(pyrrolidin-3-yloxy)phenyl)sulfonyl)benzamide ClC=1C(=CC(=C(C(=O)NS(=O)(=O)C2=CC=C(C=C2)OC2CNCC2)C1)F)OCC1CCCC1